COC1=C(C=CC=C1)C1=C2C=CN(C(C2=CN=C1)=O)CC=1N=C2N(C=C(C=C2)C)C1 5-(2-methoxyphenyl)-2-({6-methylimidazo[1,2-a]pyridin-2-yl}methyl)-1,2-dihydro-2,7-naphthyridin-1-one